4-(1-((4-fluorophenyl)sulfonyl)-2,3-dihydro-1H-pyrrolo[2,3-c]pyridin-4-yl)benzonitrile FC1=CC=C(C=C1)S(=O)(=O)N1CCC=2C1=CN=CC2C2=CC=C(C#N)C=C2